F[P-](F)(F)(F)(F)F.[H+].[Ru+3].CC1=CC(=NC=C1)C1=NC=CC(=C1)C.CC1=CC(=NC=C1)C1=NC=CC(=C1)C.CC1=CC(=NC=C1)C1=NC=CC(=C1)C tris(4,4'-dimethyl-2,2'-bipyridine) ruthenium (III) (hexafluorophosphoric acid) salt